3-[(2-chloro-6-fluorobenzyl)sulfanyl]-5-(methoxymethyl)[1,2,4]triazolo[4,3-a]pyrimidin ClC1=C(CSC2=NN=C3N2C(=CC=N3)COC)C(=CC=C1)F